C1(CC1)C(=O)NC1=NC=CC(=C1)OC1=C(C=C(C=C1)NC(=O)C1=NC=2N(C(=C1)C1=CC=C(C=C1)C)N=CC2)F N-{4-[2-(cyclopropanecarboxamido)pyridine-4-oxy]-3-fluorophenyl}-7-(4-methylphenyl)pyrazolo[1,5-a]pyrimidine-5-carboxamide